BrC=1C2=C(C(N(C1)C)=O)N(C(=C2)CO)COCC[Si](C)(C)C 4-Bromo-2-(hydroxymethyl)-6-methyl-1-((2-(trimethylsilyl)ethoxy)methyl)-1H-pyrrolo[2,3-c]pyridin-7(6H)-one